(R)-(3-(2-((1-hydroxy-3,3-dimethylbutan-2-yl)amino)-5-(trifluoromethyl)pyrimidin-4-yl)-1H-indol-7-yl)dimethylphosphine OC[C@@H](C(C)(C)C)NC1=NC=C(C(=N1)C1=CNC2=C(C=CC=C12)P(C)C)C(F)(F)F